N1CC(CCC1)C1=CC=CC(=N1)C=1C=NN2C1C=C(C=C2)O 3-(6-(piperidin-3-yl)pyridin-2-yl)pyrazolo[1,5-a]pyridin-5-ol